ClC1=C(C(=NC2=C(C=CC(=C12)C)Cl)S(=O)C=1C=NC=NC1)C(C)=O 1-(4,8-dichloro-5-methyl-2-(pyrimidin-5-ylsulfinyl)quinolin-3-yl)ethan-1-one